(3-cyclohexylamino)-propanesulfonic acid C1CC(CCC1)NC(CC)S(=O)(=O)O